FC(CN1C(=NC2=C1C=C(C=C2)C2=CNC=1N=C(N=CC12)NC1CC(C1)(C)C(=O)N1CCCC1)C)F ((1r,3r)-3-((5-(1-(2,2-difluoroethyl)-2-methyl-1H-benzo[d]imidazol-6-yl)-7H-pyrrolo[2,3-d]pyrimidin-2-yl)amino)-1-methylcyclobutyl)(pyrrolidin-1-yl)methanone